(3'S,4'S)-3'-(3,4-dihydroxybenzoyl)-5-fluoro-4'-(2-methoxyphenyl)-1'-methylspiro[indoline-3,2'-pyrrolidin]-2-one OC=1C=C(C(=O)[C@@H]2C3(N(C[C@@H]2C2=C(C=CC=C2)OC)C)C(NC2=CC=C(C=C23)F)=O)C=CC1O